5-bromo-1,6-dimethyl-1H-pyrazolo[3,4-b]pyridine BrC=1C=C2C(=NC1C)N(N=C2)C